OC[C@H]1OC[C@@H]([C@H]([C@H]1O)O)NC1=NC=CC(=N1)OC(F)(F)F (2R,3R,4R,5S)-2-(hydroxymethyl)-5-((4-(trifluoromethoxy)pyrimidin-2-yl)amino)tetrahydro-2H-pyran-3,4-diol